SC(CS)CCCS 1,2-bismercaptoethyl-3-mercaptopropane